chlorine diphenylacetate C1(=CC=CC=C1)C(C(=O)[O-])C1=CC=CC=C1.[Cl+]